CC1(OC[C@H](O1)CN1N=C(C=C1)NC(C)=O)C N-[1-((R)-2,2-dimethyl-1,3-dioxolan-4-ylmethyl)-1H-pyrazol-3-yl]acetamide